3-Bromo-N-[(4-methoxyphenyl)methyl]-N-methyl-4-[[6-(trifluoromethyl)-2-pyridyl]amino]benzenesulfonamide BrC=1C=C(C=CC1NC1=NC(=CC=C1)C(F)(F)F)S(=O)(=O)N(C)CC1=CC=C(C=C1)OC